N-((2-(6-(4,7-diazaspiro[2.5]octan-7-yl)pyridin-2-yl)-1,6-naphthyridin-7-yl)methyl)-3-methyl-5-(methylsulfonyl)benzamide C1CC12NCCN(C2)C2=CC=CC(=N2)C2=NC1=CC(=NC=C1C=C2)CNC(C2=CC(=CC(=C2)S(=O)(=O)C)C)=O